bis-[(4-aminomethyl-phenyl)-amide] trifluoroacetate FC(C(=O)[O-])(F)F.NCC1=CC=C(C=C1)[NH-].NCC1=CC=C(C=C1)[NH-]